FC1=C(C(=CC=C1)F)NC(CC1=CC=C(C=C1)C1=CC=2N(C=C1)N=CN2)=O N-(2,6-Difluorophenyl)-2-[4-([1,2,4]triazolo[1,5-a]pyridin-7-yl)phenyl]acetamide